6-hydroxy-4-isopropyl-2-((((2-methoxyethyl)thio)methyl)thio)nicotinonitrile OC1=NC(=C(C#N)C(=C1)C(C)C)SCSCCOC